tert-Butyl (3-(2-(3-methoxyphenyl)propan-2-yl)phenyl)-carbamate COC=1C=C(C=CC1)C(C)(C)C=1C=C(C=CC1)NC(OC(C)(C)C)=O